FC=1C=C(C=CC1)NC(=O)[C@@H]1CC12CCN(CC2)C(=O)OC(C(F)(F)F)C(F)(F)F |r| 1,1,1,3,3,3-hexafluoropropan-2-yl (±)-1-((3-fluorophenyl)carbamoyl)-6-azaspiro[2.5]octane-6-carboxylate